N1(CC1)C(=O)NCCCCCCCCNC(=O)N1CC1 1,8-bis(ethyleniminocarbonylamino)octane